NC1=NC2=CC=C(C=C2C=C1C)C(=O)N(CC1=NC=C(C=C1)C(F)(F)F)[C@@H]1CC=2C=NC(=NC2CC1)N 2-amino-N-((6S)-2-amino-5,6,7,8-tetrahydro-6-quinazolinyl)-3-methyl-N-((5-(trifluoromethyl)-2-pyridinyl)methyl)-6-quinolinecarboxamide